ClC=1C=NC(=NC1)C12CCC(CC2C1)OC[C@@H]1N([C@@H](C[C@@H]1NS(=O)(=O)C(F)F)C)C(=O)OC(C)C isopropyl (2R,3S,5R)-2-(((6-(5-chloropyrimidin-2-yl)bicyclo[4.1.0]heptan-3-yl)oxy)methyl)-3-((difluoromethyl)sulfonamido)-5-methylpyrrolidine-1-carboxylate